5-((dimethylamino)methyl)-1-(3-hydroxypropyl)-N,N-bis(4-methoxybenzyl)-1H-pyrazole-3-sulfonamide CN(C)CC1=CC(=NN1CCCO)S(=O)(=O)N(CC1=CC=C(C=C1)OC)CC1=CC=C(C=C1)OC